C(=O)C1=C(C=C(C#N)C=C1C)C 4-formyl-3,5-dimethylbenzonitrile